C(C)(C)(C)OC(=O)N1CC2=C(C=CC=C2CC1)Br 8-bromo-3,4-dihydroisoquinoline-2(1H)-carboxylic acid tert-butyl ester